Hydroxy-3-azabicyclo[3.2.1]Octane-3-carboxylic acid tert-butyl ester C(C)(C)(C)OC(=O)N1CC2(CCC(C1)C2)O